O1CCN(CC1)C=1C2=C(N=C(N1)C=1C=C(C=CC1)NC(=O)C1CNCCC1)C=C(S2)C=2C=NC=CC2 N-(3-(4-morpholino-6-(pyridin-3-yl)thieno[3,2-d]pyrimidin-2-yl)phenyl)piperidine-3-carboxamide